FC(C(=O)O)(F)F.N1=NC(N=C1)=O 1,2,4-triazol-3-one trifluoroacetate